COC1=C(C=C(C=C1)OC1CCC(CC1)C(F)(F)F)[N+](=O)[O-] methoxy-2-nitro-4-((4-(trifluoromethyl)cyclohexyl)oxy)benzene